ClC1=CC=C(OC(C(C(C)(C)C)=O)N2N=CN=C2)C=C1 1-(4-chlorophenoxy)-3,3-dimethyl-1-(1,2,4-triazol-1-yl)-2-butanone